methyl 6-hydroxy-10,11-dihydro-[1,4]dioxino[2,3-h][1,2,4]triazolo[5,1-a]isoquinoline-5-carboxylate OC1=C(N2C(C3=C4C(=CC=C13)OCCO4)=NC=N2)C(=O)OC